Perfluoro-9-methyl-decan-1-ol FC(C(C(C(C(C(C(C(C(C(F)(F)F)(C(F)(F)F)F)(F)F)(F)F)(F)F)(F)F)(F)F)(F)F)(F)F)(O)F